OC1=C(C(=O)OCC)C=CC=C1 Ethyl 2-hydroxy-benzoate